C(CCC)C(C(=O)OCCCCCCCCCN(CCCCCCCCCOC(C(CCCCCC)CCCC)=O)CCCl)CCCCCC ((2-chloroethyl)azanediyl)bis(nonane-9,1-diyl) bis(2-butyloctanoate)